(2S)-3-(2-bromo-4-pyridinyl)-2-[(3R)-1-tert-butoxycarbonylpyrrolidin-3-yl]propionic acid BrC1=NC=CC(=C1)C[C@H](C(=O)O)[C@@H]1CN(CC1)C(=O)OC(C)(C)C